FC=1C(NN(C1)C1=C(C=CC=C1)F)=O fluoro-1-(2-fluorophenyl)-1H-pyrazolone